Sodium (2S)-1-hydroxy-2-((S)-2-((((2-isobutyryl-2-azaspiro[3.3]heptan-6-yl)oxy) carbonyl)amino)-4-methylpentanamido)-3-((R)-2-oxopyrrolidin-3-yl)propane-1-sulfonate OC([C@H](C[C@@H]1C(NCC1)=O)NC([C@H](CC(C)C)NC(=O)OC1CC2(CN(C2)C(C(C)C)=O)C1)=O)S(=O)(=O)[O-].[Na+]